FC=1C=C(C=C(C1)F)S(=O)(=O)C=1C=C2C(=NNC2=CC1)\C=C\C1=C(C=CC=C1)F (E)-5-((3,5-difluorophenyl)sulfonyl)-3-(2-fluorostyryl)-1H-indazole